FC(OC1=CC=C(C=NNC=2SC=C(N2)C2=CC=C(C=C2)C(F)(F)F)C=C1)(F)F 2-(2-(4-(trifluoromethoxy)benzylidene)hydrazino)-4-(4-(trifluoromethyl)phenyl)thiazole